C(C)OC(=O)N1CCC2(CCC(C2C(C)(C)C)=O)CC1 tert-butyl-2-oxo-8-azaspiro[4.5]decane-8-carboxylic acid ethyl ester